C1[C@@H]2N(CCN1C(=O)OC(C)(C)C)CCNC2 |r| rac-tert-butyl octahydro-2H-pyrazino[1,2-a]pyrazine-2-carboxylate